C(C)(C)(C)C(C(C)(C(=O)O)C)(CCCCCC)C(=O)O 3-(tert-butyl)2-methyl-nonane-2,3-dicarboxylic acid